2-(2-Hydroxyethyl)-6-((5-methyl-3-(6-methylpyridin-3-yl)isoxazol-4-yl)methoxy)-1H-pyrrolo[3,4-c]pyridin-3(2H)-on OCCN1C(C=2C=NC(=CC2C1)OCC=1C(=NOC1C)C=1C=NC(=CC1)C)=O